(2-fluoro-6-(1H-pyrazol-1-yl)phenyl)methanamine FC1=C(C(=CC=C1)N1N=CC=C1)CN